3-(2-amino-[1,2,4]triazolo[1,5-a]pyridin-7-yl)-6-(1-(5-fluoro-2-(1-methyl-1H-pyrazol-4-yl)phenyl)ethyl)-7,8-dihydro-1,6-naphthyridin-5(6H)-one NC1=NN2C(C=C(C=C2)C=2C=NC=3CCN(C(C3C2)=O)C(C)C2=C(C=CC(=C2)F)C=2C=NN(C2)C)=N1